FC(C=1C(=C(C=CC1)C(C)NC1=NN=C(C=2C1=CNC(C2)=O)C)F)F 4-((1-(3-(difluoromethyl)-2-fluorophenyl)ethyl)amino)-1-methylpyrido[3,4-d]pyridazin-7(6H)-one